[Si](C)(C)(C(C)(C)C)OC[C@H]1CN(C(O1)=O)C=1C=CC=2OCC(NC2N1)=O (R)-6-(5-(((tert-butyldimethylsilyl)oxy)methyl)-2-oxooxazolidin-3-yl)-2H-pyrido[3,2-b][1,4]oxazin-3(4H)-one